C(C)(=O)O.C(C)(=O)O.C(C)(=O)OCC1OCC(C1CC(=O)O)CC(=O)O 2-(acetoxymethyl)tetrahydrofuran-3,4-diacetic acid diacetate